OC1=CC=C(C=C1)/C(=C(\CC)/C1=CC=CC=C1)/C1=CC=C(OCCCCCN2CCN(CC2)C2=CC=C3C(=N2)CN(C3=O)C3C(NC(CC3)=O)=O)C=C1 (Z)-3-(2-(4-(5-(4-(1-(4-hydroxyphenyl)-2-phenylbut-1-en-1-yl)phenoxy)pentyl)piperazin-1-yl)-5-oxo-5,7-dihydro-6H-pyrrolo[3,4-b]pyridin-6-yl)piperidine-2,6-dione